BIS-HYDROXYNAPHThOATE OC=1C(=C(C2=CC=CC=C2C1)C(=O)[O-])O